methyl (((6-hydroxy-5'-methyl-4-pentyl-2'-(prop-1-en-2-yl)-[1,1'-biphenyl]-2-yl)oxy)methyl)(4-nitrophenyl)carbamate OC1=CC(=CC(=C1C1=C(C=CC(=C1)C)C(=C)C)OCN(C(OC)=O)C1=CC=C(C=C1)[N+](=O)[O-])CCCCC